C(OC1=C(C=C(C(=C1)C([2H])([2H])[2H])OC([2H])([2H])[2H])CC(C)=NO)([2H])([2H])[2H] 1-(2,5-bis(methoxy-d3)-4-(methyl-d3)phenyl)propan-2-one oxime